rac-(R)-N-(4-([1,2,4]triazolo[1,5-a]pyridin-7-yloxy)-2-fluoro-3-methylphenyl)-6-(3-(difluoromethyl)piperazin-1-yl)pyrido[3,2-d]pyrimidin-4-amine N=1C=NN2C1C=C(C=C2)OC2=C(C(=C(C=C2)NC=2C1=C(N=CN2)C=CC(=N1)N1C[C@@H](NCC1)C(F)F)F)C |r|